C1(CC1)C1CN(CCO1)C=1N=C(C2=C(N1)C(N(C2)C(C)C)=O)NC2=CC=C(C=C2)C2=CC=C(C=C2)OCCCCCC#C 2-(2-cyclopropylmorpholin-4-yl)-4-({4'-[(hept-6-yn-1-yl)oxy][1,1'-biphenyl]-4-yl}amino)-6-(propan-2-yl)-5,6-dihydro-7H-pyrrolo[3,4-d]pyrimidin-7-one